tert-butyl 4-(6-amino-2-methylpyridin-3-yl)piperazine-1-carboxylate NC1=CC=C(C(=N1)C)N1CCN(CC1)C(=O)OC(C)(C)C